5-(quinoxalin-6-yl)-N-(3,3,3-trifluoropropyl)-7H-pyrrolo[2,3-d]pyrimidin-2-amine N1=CC=NC2=CC(=CC=C12)C1=CNC=2N=C(N=CC21)NCCC(F)(F)F